(2-phenoxyethyl) (m-tolyl) thioether C1(=CC(=CC=C1)SCCOC1=CC=CC=C1)C